N-(2,2-Dimethoxyethyl)-N-(ethoxycarbonyl)-D-alanine methyl ester COC([C@H](N(C(=O)OCC)CC(OC)OC)C)=O